N1(CCC1)C[C@H]1N2C=3C(=C(SC3C(NC1)=O)C=1C=NNC1)OCC2 (S)-6-(azetidin-1-ylmethyl)-2-(1H-pyrazol-4-yl)-4,5,7,8-tetrahydro-3-oxa-1-thia-5a,8-diazabenzo[cd]azulen-9(6H)-one